O1CCN(CC1)CCN1C=C(C2=CC=CC=C12)C=O 1-(2-morpholinoethyl)-1H-indole-3-formaldehyde